C(C)N1C=CC2=C1N=CN=C2OC2=CC=C(C=C2)NC(CC2=CC=C(C=C2)C(F)(F)F)=O N-(4-((7-ethyl-7H-pyrrolo[2,3-D]pyrimidine-4-yl)oxy)phenyl)-2-(4-(trifluoromethyl)phenyl)acetamide